1-{1-[(benzyloxy)carbonyl]piperidin-4-yl}-4-({[(tert-butoxy)carbonyl]amino}amino)-6-oxo-1,6-dihydropyridine-3-carboxylic acid C(C1=CC=CC=C1)OC(=O)N1CCC(CC1)N1C=C(C(=CC1=O)NNC(=O)OC(C)(C)C)C(=O)O